2-(methoxyethoxymethyloxy)pentafluoropropene COCCOCOC(=C(F)F)C(F)(F)F